(R)-3-(tert-butyl)-N-(1-(4-(6-((4-fluoro-5-(piperazin-1-yl)pyridin-2-yl)amino)pyrimidin-4-yl)-2-methylphenyl)ethyl)-1,2,4-oxadiazole-5-carboxamide C(C)(C)(C)C1=NOC(=N1)C(=O)N[C@H](C)C1=C(C=C(C=C1)C1=NC=NC(=C1)NC1=NC=C(C(=C1)F)N1CCNCC1)C